BrC=1C(NN=CC1O[C@H](COC[C@H](C(N1CCN(CC1)C1=NC=C(C=N1)C(F)(F)F)=O)O)C)=O 4-bromo-5-(((S)-1-((R)-2-hydroxy-3-oxo-3-(4-(5-(trifluoromethyl)pyrimidin-2-yl)piperazin-1-yl)propoxy)propan-2-yl)oxy)pyridazin-3(2H)-one